C(C)C1(COC1)COCC(COC(C=C)=O)(C)C 3-ethyl-3-(3-acryloyloxy-2,2-dimethylpropyloxymethyl)oxetane